[Se](=O)=O selenium dioxide